5-methylpiperazin-2-one hydrochloride Cl.CC1NCC(NC1)=O